N-(4-(4-methylthiazol-5-yl)-2-(piperidin-4-yloxy)benzyl)pyrrolidine-2-carboxamide CC=1N=CSC1C1=CC(=C(CNC(=O)C2NCCC2)C=C1)OC1CCNCC1